ClC1=CC(=NC(=N1)SC)C(C1CCC(CC1)C(=O)OC)O Methyl 4-[(6-chloro-2-methylsulfanyl-pyrimidin-4-yl)-hydroxy-methyl]cyclohexanecarboxylate